C(CCCCCCCC)C1=CC=C(C=C1)O p-nonyl-phenol